C(C)C(COC([C@@H](N)C)=O)CC L-alanine 2-ethylButyl ester